1-(6-(4-chloro-2-(2-(4-methylthiazol-5-yl)ethoxy)phenyl)-[1,2,4]triazolo[4,3-a]pyridin-3-yl)-N,N-dimethylmethanamine ClC1=CC(=C(C=C1)C=1C=CC=2N(C1)C(=NN2)CN(C)C)OCCC2=C(N=CS2)C